OC[C@H](C1=CC=CC=C1)NC1=NC(=NC=C1C=1OC(=NN1)C)NC1=CC(=C(C(=O)N(C)C)C=C1)C 4-[[4-[[(1S)-2-hydroxy-1-phenyl-ethyl]amino]-5-(5-methyl-1,3,4-oxadiazol-2-yl)pyrimidin-2-yl]amino]-N,N,2-trimethyl-benzamide